tri-n-propoxy(trimethylsiloxy)zirconium C(CC)O[Zr](O[Si](C)(C)C)(OCCC)OCCC